5-(4-Cyclopropyl-1H-imidazol-1-yl)-2-fluoro-N-(6-(4-isopropyl-4H-1,2,4-triazol-3-yl)pyridin-2-yl)-4-methylbenzothioamide C1(CC1)C=1N=CN(C1)C=1C(=CC(=C(C(NC2=NC(=CC=C2)C2=NN=CN2C(C)C)=S)C1)F)C